methyl-lead C[Pb]